C(C)(C)C1=NOC=N1 isopropyl-1,2,4-oxadiazol